2-[6-[3-(Difluoromethyl)-4-fluoro-phenyl]pyrazolo[4,3-b]pyridin-1-yl]-1-[3-(4-pyridyl)azetidin-1-yl]ethanone FC(C=1C=C(C=CC1F)C=1C=C2C(=NC1)C=NN2CC(=O)N2CC(C2)C2=CC=NC=C2)F